2-(2-(benzyloxy)-4-bromophenyl)-2-methyl-1,3-dioxolane C(C1=CC=CC=C1)OC1=C(C=CC(=C1)Br)C1(OCCO1)C